26-Hydroxy-hexacosanoic acid OCCCCCCCCCCCCCCCCCCCCCCCCCC(=O)O